1-(4-fluorophenyl)methanamine FC1=CC=C(C=C1)CN